3-Methyl-9-(2-methyl-4-nitrobenzyl)-3,9-diazaspiro[5.5]undecane CN1CCC2(CC1)CCN(CC2)CC2=C(C=C(C=C2)[N+](=O)[O-])C